4-chloro-5-(3-(4-fluoro-2-(trifluoromethyl)benzoyl)-5,6-dihydroimidazo[1,2-a]pyrazine-7(8H)-yl)pyridazin-3(2H)-one ClC=1C(NN=CC1N1CC=2N(CC1)C(=CN2)C(C2=C(C=C(C=C2)F)C(F)(F)F)=O)=O